FC(C(=O)O)(F)F.CC(C(=O)N[C@@H]1CNC[C@H]1C)(COC1=NC=CC=C1OC(F)(F)F)C trans-2,2-dimethyl-N-(4-methylpyrrolidin-3-yl)-3-((3-(trifluoromethoxy)pyridin-2-yl)oxy)propanamide trifluoroacetate